NC(CCN(C(C(C)Cl)=O)NC(=O)[C@@H](CC(C)C)NC(OCC1=CC=CC=C1)=O)=O Benzyl N-[(1R)-1-[[(3-amino-3-oxo-propyl)-(2-chloropropanoyl)amino]carbamoyl]-3-methyl-butyl]carbamate